3,4-dichloro-10-(1H-pyrazol-4-yl)-6,7,8,9-tetrahydropyrido[1,2-a]indole-8-carboxamide ClC1=CC=C2C(=C3N(C2=C1Cl)CCC(C3)C(=O)N)C=3C=NNC3